6-(4-((6-methylpyridin-2-yl)oxy)phenyl)pyrrolo[2,1-b]thiazole-7-carboxamide CC1=CC=CC(=N1)OC1=CC=C(C=C1)C=1C(=C2SC=CN2C1)C(=O)N